ClC1=CN(C2=NC=CC(=C21)OC2=C(C=C(C=C2F)NC(=S)NCC2(CC2)CO)F)COCC[Si](C)(C)C N-{4-[(3-chloro-1-{[2-(trimethylsilyl)ethoxy]methyl}-1H-pyrrolo[2,3-b]pyridin-4-yl)oxy]-3,5-difluorophenyl}-N'-{[1-(hydroxymethyl)cyclopropyl]methyl}thiourea